tert-butyl 4-(2-ethoxy-1,1-difluoro-2-oxo-ethyl)-3,6-dihydro-2H-pyridine-1-carboxylate C(C)OC(C(F)(F)C=1CCN(CC1)C(=O)OC(C)(C)C)=O